NCCCCCCCCCCC(=O)O 11-amino-1-undecanoic acid